O[C@@H]1C[C@@H](OC2=CC=C(C=C12)C(F)(F)F)C(=O)NC12CC(C1)(C2)N2N=CC(=C2)OCCCOC(F)(F)F (2R,4R)-4-hydroxy-N-(3-(4-(3-(trifluoromethoxy)propoxy)-1H-pyrazol-1-yl)bicyclo[1.1.1]-pentan-1-yl)-6-(trifluoromethyl)chroman-2-carboxamide